C(C)(C)(C)OC(=O)N1C[C@@H](C[C@H](C1)F)N (3R,5R)-3-amino-5-Fluoropiperidine-1-carboxylic acid tert-butyl ester